C(#N)C1=C(N=C(N1)CC)C(=O)[O-] 5-cyano-2-ethyl-1H-imidazole-4-carboxylate